(R)-N-((S)-1'-(6-bromo-1,2,4-triazin-3-yl)-1,3-dihydrospiro[indene-2,4'-piperidine]-1-yl)-2-methylpropane-2-sulfinamide BrC1=CN=C(N=N1)N1CCC2(CC1)[C@@H](C1=CC=CC=C1C2)N[S@](=O)C(C)(C)C